5-(4-(6-hydroxy-3-phenyl-3a-(1-phenylvinyl)-1,3a,4,5,6,6a-hexahydropentalen-2-yl)butoxy)pentanoic acid OC1CCC2(C(=C(CC12)CCCCOCCCCC(=O)O)C1=CC=CC=C1)C(=C)C1=CC=CC=C1